2-(2-((5-(1-aminoisoquinolin-7-yl)-1-(2-methoxyethyl)-1H-indazol-3-yl)methoxy)phenyl)acetic acid NC1=NC=CC2=CC=C(C=C12)C=1C=C2C(=NN(C2=CC1)CCOC)COC1=C(C=CC=C1)CC(=O)O